COC=1C(=C2C=CNC2=C(C1)C)CN1[C@H](C[C@@H](CC1)OC1COC1)C1=CC=C(C(=O)O)C=C1 |r| (+-)-trans-4-(1-((5-methoxy-7-methyl-1H-indol-4-yl)methyl)-4-(oxetan-3-yloxy)piperidin-2-yl)benzoic acid